ClC1=CC2=C(NC(=N2)CNC=2C=3N(N=C(C2)N2CCOCC2)C(=CN3)C=3C=NN(C3)C(C)C)C=C1Cl N-((5,6-dichloro-1H-benzo[d]imidazol-2-yl)methyl)-3-(1-isopropyl-1H-pyrazol-4-yl)-6-morpholinoimidazo[1,2-b]pyridazin-8-amine